C1(CC1)COCC1=CC=CC(=N1)CN1N=NC(=C1)C1=CC(=NC(=N1)NC(COC1=CC=CC=C1)=O)C=1C=C(C#N)C=CC1 m-[6-(1-{[6-(cyclopropylmethoxymethyl)-2-pyridinyl]methyl}-1H-1,2,3-triazol-4-yl)-2-(2-phenoxyacetylamino)-4-pyrimidinyl]benzonitrile